C(C)(C)(C)OC(=O)N1C[C@H](CC1)[C@@H](C(=O)O)CC=C (2S)-2-[(3R)-1-tert-Butoxycarbonylpyrrolidin-3-yl]pent-4-enoic acid